(1S)-(+)-(10-camphanylsulfonyl)oxaziridine C12(CCC(CC1)C2(C)C)CS(=O)(=O)N2OC2